4-(5-ethyl-1,2,4-oxadiazol-3-yl)-4-methylpiperidine hydrochloride Cl.C(C)C1=NC(=NO1)C1(CCNCC1)C